CN([C@H](CNC(C[C@H](C1(CC1)C(F)(F)F)C=1C=NC=CC1)=O)CC=1C=C2C=CC(=NC2=CC1)OC)C (3S)-N-[(2S)-2-(dimethylamino)-3-(2-methoxyquinolin-6-yl)propyl]-3-(pyridin-3-yl)-3-[1-(trifluoromethyl)cyclopropyl]Propionamide